[N+](=O)([O-])C1=CC=C(C=C1)C(N(CC)CC)OP(O)(=O)CNC(=O)OCC1=CC=CC=C1 [(N-benzyloxycarbonylamino)methyl]-phosphonic acid (4-nitrophenyl)(N,N-diethylaminomethyl) ester